4-(trifluoromethyl)thieno[2,3-b]pyridin-6-ol FC(C1=C2C(=NC(=C1)O)SC=C2)(F)F